N1(CCN(CCNCC1)CC(=O)[O-])CC(=O)[O-] 2,2'-(1,4,7-triazacyclononane-1,4-diyl)diacetate